C1(=CC=CC2=CC=CC=C12)C(=O)OC(=O)C1=CC=CC2=CC=CC=C12 Naphthalic acid anhydrid